4-(acetylamino(4-(2',3',4',5'-tetrahydro-[1,1'-biphenyl]-4-yl)-1H-benzo[d]imidazol-2-yl)methyl)benzoic acid C(C)(=O)NC(C1=CC=C(C(=O)O)C=C1)C1=NC2=C(N1)C=CC=C2C2=CC=C(C=C2)C=2CCCCC2